tert-butyl (((1S,2S)-2-(3-chlorophenyl)cyclopropyl)methyl)(6-(((6-cyclopropylimidazo[1,2-a]pyridin-2-yl)methyl)amino)pyrimidin-4-yl)carbamate ClC=1C=C(C=CC1)[C@@H]1[C@H](C1)CN(C(OC(C)(C)C)=O)C1=NC=NC(=C1)NCC=1N=C2N(C=C(C=C2)C2CC2)C1